(S)-2-((7-(6-((4-chloro-2-fluorobenzyl)oxy)pyridin-2-yl)-1-oxo-2,3-dihydro-1H-inden-4-yl)methyl)-1-(oxetane-2-ylmethyl)-1H-benzo[d]imidazole-6-carboxylic acid ClC1=CC(=C(COC2=CC=CC(=N2)C=2C=CC(=C3CCC(C23)=O)CC2=NC3=C(N2C[C@H]2OCC2)C=C(C=C3)C(=O)O)C=C1)F